Cl.ClC=1C=C(C=CC1F)C(=O)C1CCNCC1 (3-chloro-4-fluorophenyl)(piperidin-4-yl)methanone hydrochloride